2-[4-[6-[5-(5-chloro-2,4-difluoro-phenyl)-1H-imidazol-4-yl]-1,5-naphthyridin-3-yl]pyrazol-1-yl]-N-methyl-ethanamine ClC=1C(=CC(=C(C1)C1=C(N=CN1)C=1N=C2C=C(C=NC2=CC1)C=1C=NN(C1)CCNC)F)F